(5R)-3-{5-[(2,6-dichlorophenyl)methoxy]pyridin-2-yl}-5-(hydroxymethyl)imidazolidine-2,4-dione tert-butyl-(S)-{1-[2-(6-bromobenzo[d]isoxazol-3-yl)phenyl]-2-(pyridin-2-yl)ethyl}carbamate C(C)(C)(C)N(C(O)=O)[C@@H](CC1=NC=CC=C1)C1=C(C=CC=C1)C1=NOC2=C1C=CC(=C2)Br.ClC2=C(C(=CC=C2)Cl)COC=2C=CC(=NC2)N2C(N[C@@H](C2=O)CO)=O